BrC1=C(C(=C(N)C(=C1)F)I)C 4-bromo-6-fluoro-2-iodo-3-methylaniline